N-erucoyl-proline C(CCCCCCCCCCC\C=C/CCCCCCCC)(=O)N1[C@@H](CCC1)C(=O)O